FC(C(=O)O)(F)F.C(=O)(O)CN(C=1N=NNC1C(=O)O)C1=CC=C(C=C1)C1=CC=C(C=C1)Cl 4-((carboxymethyl)(4'-chloro-[1,1'-biphenyl]-4-yl)amino)-1H-1,2,3-triazole-5-carboxylic acid 2,2,2-trifluoroacetate